1-[[2-[6-[3-(3,3-difluorocyclobutyl)-1H-1,2,4-triazol-5-yl]-2-azaspiro[3.3]heptane-2-carbonyl]-2-azaspiro[3.3]heptan-6-yl]methyl]pyrazole-4-carbonitrile FC1(CC(C1)C1=NNC(=N1)C1CC2(CN(C2)C(=O)N2CC3(C2)CC(C3)CN3N=CC(=C3)C#N)C1)F